BrC1=CC=2N(C(=C1)C(=O)OCC)N=CC2C=C(F)F ethyl 5-bromo-3-(2,2-difluorovinyl)pyrazolo[1,5-a]pyridine-7-carboxylate